S(=O)(=O)([O-])[O-].[Fe+2].ClC1=CC=C(C=C1)C1=C(CC(CC1)(C)C)CO (4'-Chloro-4,4-dimethyl-3,4,5,6-tetrahydro-[1,1'-biphenyl]-2-yl)methanol iron(II) sulfate